bis[4-(1-methyl-1-phenylethyl)-2,6-diisopropylphenyl]carbodiimide CC(C)(C1=CC=CC=C1)C1=CC(=C(C(=C1)C(C)C)N=C=NC1=C(C=C(C=C1C(C)C)C(C)(C)C1=CC=CC=C1)C(C)C)C(C)C